N-(3-Aminocarbamimidoyl-4-fluorophenyl)-2-(4-fluoro-2-methylphenoxy)-4-(trifluoromethyl)benzamide tert-butyl-(S)-(1-(benzyloxy)-4-hydroxybutan-2-yl)carbamate C(C)(C)(C)N(C(O)=O)[C@H](COCC1=CC=CC=C1)CCO.NNC(=N)C=1C=C(C=CC1F)NC(C1=C(C=C(C=C1)C(F)(F)F)OC1=C(C=C(C=C1)F)C)=O